ClC=1C(=C(SC1)C(=O)OC)NC(C)=O methyl 4-chloro-3-acetamidothiophene-2-carboxylate